O[C@@H]1C[C@@H](C[C@@H]1NS(=O)(=O)C1=C(C=CC=C1)[N+](=O)[O-])NC(OCC1=CC=CC=C1)=O benzyl {(1R,3R,4S)-3-hydroxy-4-[(2-nitrobenzene-1-sulfonyl)amino]cyclopentyl}carbamate